N[C@H](C)C1=CC=C(S1)C1=C(C=CC=C1)CN(C(OCC1=CC=CC=C1)=O)C benzyl N-[(2-{5-[(1R)-1-aminoethyl]thiophen-2-yl}phenyl)methyl]-N-methylcarbamate